2-bromo-5-fluoro-N-[(4-methoxyphenyl)methyl]pyridine-4-carboxamide BrC1=NC=C(C(=C1)C(=O)NCC1=CC=C(C=C1)OC)F